Tert-Butyl N-[3-[4-(aminomethyl)imidazol-1-yl]propyl]carbamate NCC=1N=CN(C1)CCCNC(OC(C)(C)C)=O